CC1=CC(=NC(=C1)O[C@@H]1CNCCC1)NC1=CC2=C(C=N1)SC(=N2)C2=NC=CC=C2C 4-Methyl-N-[2-(3-methylpyridin-2-yl)-[1,3]thiazolo[5,4-c]pyridin-6-yl]-6-[(3S)-piperidin-3-yloxy]pyridin-2-amine